C1(CC1)C1=NNC(=N1)C1CC2(CN(C2)C(=O)N2CC3(C2)CCC(CC3)S(=O)(=O)C3=CC=C(C=C3)C(F)(F)F)C1 [6-(3-cyclopropyl-1H-1,2,4-triazol-5-yl)-2-azaspiro[3.3]heptan-2-yl]-[7-[4-(trifluoromethyl)phenyl]sulfonyl-2-azaspiro[3.5]nonan-2-yl]methanone